7-bromo-6-fluoro-10-(methoxymethyl)-2-methyl-9,10-dihydro-8-oxa-2,4,10a-triazanaphtho[2,1,8-cde]azulen-1(2H)-one BrC1=C(C=C2N=CC=3N(C(N4C(COC1=C2C34)COC)=O)C)F